tert-butyl (1-(3-aminopyridin-4-yl)piperidin-4-yl)(methyl)carbamate NC=1C=NC=CC1N1CCC(CC1)N(C(OC(C)(C)C)=O)C